C(C)(C)(C)OC(=O)N[C@H]1C[C@@H](CC[C@@H]2N(C1=O)[C@@H](CC2)C(=O)OCC2=CC=CC=C2)O benzyl (3S,6S,8R,10aR)-6-((tert-butoxycarbonyl) amino)-8-hydroxy-5-oxodecahydropyrrolo[1,2-a]azocine-3-carboxylate